1-[4-[(4-chlorophenyl)methylamino]-1-(cyanomethyl)cyclohexyl]-3-(cyclopropanecarbonylamino)pyrazole-4-carboxamide ClC1=CC=C(C=C1)CNC1CCC(CC1)(CC#N)N1N=C(C(=C1)C(=O)N)NC(=O)C1CC1